BrC(C(=O)O)Br DibromoAcetic Acid